tert-butyl 7-{2-[2-chloro-4-(4-chlorophenyl)-5-[2-(difluoromethyl) pyridin-4-yl]-1H-imidazol-1-yl] acetyl}-2,7-diazaspiro[3.5]nonane-2-carboxylate ClC=1N(C(=C(N1)C1=CC=C(C=C1)Cl)C1=CC(=NC=C1)C(F)F)CC(=O)N1CCC2(CN(C2)C(=O)OC(C)(C)C)CC1